tert-butyl (2R)-2-({(tert-butoxycarbonyl)[(oxan-4-yl)methyl]amino}methyl)-4-fluoro-6-hydroxy-5-(1,1,4-trioxo-1λ6,2,5-thiadiazolidin-2-yl)-2,3-dihydro-1H-indole-1-carboxylate C(C)(C)(C)OC(=O)N(CC1CCOCC1)C[C@@H]1N(C2=CC(=C(C(=C2C1)F)N1S(NC(C1)=O)(=O)=O)O)C(=O)OC(C)(C)C